Cl.CC=1C=C(OCCNC2(CCOCC2)C(=O)N[C@@H](C)C2=CC=C(C(=O)O)C=C2)C=CC1 4-[(1S)-1-[[4-[2-(3-Methylphenoxy)ethylamino]tetrahydropyran-4-carbonyl]amino]ethyl]benzoic acid, hydrochloride